tert-butyl N-[3-trans-(methoxy-d3)cyclobutyl]carbamate C(OC1(CCC1)NC(OC(C)(C)C)=O)([2H])([2H])[2H]